4-((5-chloro-1-(tetrahydro-2H-pyran-2-yl)-1H-indazol-6-yl)methoxy)thiazole ClC=1C=C2C=NN(C2=CC1COC=1N=CSC1)C1OCCCC1